FC=1C=CC2=C(N=C(S2)C2=C(SC=3C(N(CCC32)C(=O)OC(C)(C)C)C)NC(CCNCCOC)=O)C1 tert-Butyl 3-(5-fluorobenzo[d]thiazol-2-yl)-2-(3-((2-methoxyethyl)amino)propanamido)-7-methyl-4,7-dihydrothieno[2,3-c]pyridine-6(5H)-carboxylate